3-(5-(difluoromethyl)-1,3,4-thiadiazol-2-yl)-1-ethyl-N-(3-(fluoromethyl)oxetan-3-yl)-2-oxo-7-(1,2,3,6-tetrahydropyridin-4-yl)-2,3-dihydro-1H-benzo[d]imidazole-5-sulfonamide FC(C1=NN=C(S1)N1C(N(C2=C1C=C(C=C2C=2CCNCC2)S(=O)(=O)NC2(COC2)CF)CC)=O)F